[Na+].O=N[C@@H]([C@@H](C)CC)C(=O)[O-] |r| racemic-ketoisoleucine sodium salt